C(C1=CC=CC=C1)O[C@@H]1[C@H](OC([C@@H]([C@H]1OCC1=CC=CC=C1)OCC1=CC=CC=C1)OCC1=CC=CC=C1)COCC(=O)NCC(=O)O 2-(2-(((2R,3R,4S,5R)-3,4,5,6-tetra(benzyloxy)tetrahydro-2H-pyran-2-yl)methoxy)acetamido)acetic acid